L-Ascorbic acid 3-O-phosphate P(=O)(O)(O)OC1=C(C(=O)O[C@@H]1[C@@H](O)CO)O